N-(3-aminopropyl)-N,N'-bis-(myristyl-oxyethyl)-piperazinium bromide [Br-].NCCC[N+]1(CCN(CC1)CCOCCCCCCCCCCCCCC)CCOCCCCCCCCCCCCCC